methyl 6-chloro-1-((E)-3-((2R,3S)-3-hydroxypiperidin-2-yl) allyl)-1H-indole-3-carboxylate dihydrochloride Cl.Cl.ClC1=CC=C2C(=CN(C2=C1)C\C=C\[C@H]1NCCC[C@@H]1O)C(=O)OC